O(S(=O)(=O)C(F)(F)F)C1=NC=C(C2=CC(=NC=C12)Cl)C(C)C 6-chloro-4-isopropyl-2,7-naphthyridin-1-yl triflate